O=C1N(C(C=C1)=O)CCCCCC(=O)N[C@@H](C(C)C)C(N[C@@H](C)C(N(C)C1=CC=C(C=C1)CI)=O)=O 6-(2,5-dioxo-2,5-dihydro-1H-pyrrol-1-yl)-N-[(1S)-1-{[(1S)-1-{[4-(iodomethyl)phenyl](methyl)carbamoyl}ethyl]carbamoyl}-2-methylpropyl]hexanamide